CC1=C2C=NC=NC2=CC(=C1)C 5,7-dimethylquinazolin